N-(2,2-difluoroethyl)-6-isopropyl-5-(8-methoxy-[1,2,4]triazolo[1,5-a]pyridin-6-yl)-4H-pyrrolo[3,2-d]thiazole-2-carboxamide FC(CNC(=O)C=1SC2=C(N1)C(=C(N2)C=2C=C(C=1N(C2)N=CN1)OC)C(C)C)F